pregnantrione CC([C@H]1C(C([C@H]2[C@@H]3CCC4CCCC[C@]4(C)[C@H]3CC[C@]12C)=O)=O)=O